2-(3-{2-[(2R)-2-methylpyrrolidin-2-yl]ethynyl}pyridin-4-yl)-1H,5H,6H,7H-pyrrolo[3,2-c]pyridin-4-one C[C@]1(NCCC1)C#CC=1C=NC=CC1C1=CC=2C(NCCC2N1)=O